N'-(2-chloro-5-methyl-4-(3-((5-methylpyridin-2-yl)oxy)oxetan-3-yl)phenyl)-N-ethyl-N-methylformimidamide ClC1=C(C=C(C(=C1)C1(COC1)OC1=NC=C(C=C1)C)C)N=CN(C)CC